N2-(2-methoxy-4-(morpholino-sulfonyl)phenyl)-N4-(2-methoxyethyl)-5-(trifluoromethyl)-7H-pyrrolo[2,3-d]pyrimidine-2,4-diamine COC1=C(C=CC(=C1)S(=O)(=O)C1CNCCO1)NC=1N=C(C2=C(N1)NC=C2C(F)(F)F)NCCOC